2-methyl-1-phenyl-propan-1-one CC(C(=O)C1=CC=CC=C1)C